C1(CCC1)OC1=CC=2N(C=C1C(=O)NC=1C(N(C=CC1)C1CC1)=O)C=C(N2)C21COC(CC2)(C1)C 7-cyclobutoxy-N-(1-cyclopropyl-2-oxo-1,2-dihydropyridin-3-yl)-2-(1-methyl-2-oxabicyclo[2.2.1]heptan-4-yl)imidazo[1,2-a]pyridine-6-carboxamide